trimethylsilylmagnesium bromide C[Si](C)(C)[Mg]Br